ClC=1C=CC=2N(C1)C(=CN2)C2=NC(=NC(=C2)C)N2C[C@@H](O[C@H](C2)C=2C=NNC2C)C (2S,6S)-4-(4-(6-chloroimidazo[1,2-a]pyridin-3-yl)-6-methylpyrimidin-2-yl)-2-methyl-6-(5-methyl-1H-pyrazol-4-yl)morpholine